(S)-5-(4-aminobenzamido)-2-(4-(2-(2,4-diaminopteridin-6-yl)ethyl)benzamido)pentanoic acid NC1=CC=C(C(=O)NCCC[C@@H](C(=O)O)NC(C2=CC=C(C=C2)CCC=2N=C3C(=NC(=NC3=NC2)N)N)=O)C=C1